C(C)[C@@H]1CC(OC=2CCCC(C12)=O)C(C)C (4R)-4-ethyl-2-isopropyl-2,3,4,6,7,8-hexahydro-5H-chromen-5-one